7-(3-chloro-2-isopropylphenyl)-N-((1-(dimethylamino)cyclobutyl)methyl)-8-fluoro-2-(((2R,7aS)-2-fluorotetrahydro-1H-pyrrolizin-7a(5H)-yl)methoxy)pyrido[4,3-d]pyrimidin-4-amine ClC=1C(=C(C=CC1)C1=C(C=2N=C(N=C(C2C=N1)NCC1(CCC1)N(C)C)OC[C@]12CCCN2C[C@@H](C1)F)F)C(C)C